C(CCC)C1=CC=C(C=C1)C1=C(C=C2C(C(COC2=C1)(C)C)NC(O[C@@H]1CN2CCC1CC2)=O)OC (S)-quinuclidin-3-yl (7-(4-butylphenyl)-6-methoxy-3,3-dimethylchroman-4-yl)carbamate